FC1=C(C=CC=C1)NCC=1N=C(N(C1)C=1C=CC=2N(C1)C(=CN2)C(=O)NC(C)C)C2=NC(=CC=C2)C 6-(4-(((2-Fluorophenyl)amino)methyl)-2-(6-methylpyridin-2-yl)-1H-imidazol-1-yl)-N-isopropylimidazo[1,2-a]pyridine-3-carboxamide